NC1=NC2=C(C=3N1N=C(N3)C=3OC=CC3)C=NN2C(C(=O)NCC2=NC(=CC=C2)C2(CCC2)O)(C)C2=CC=CC=C2 2-(5-amino-2-(furan-2-yl)-7H-pyrazolo[4,3-e][1,2,4]triazolo[1,5-c]pyrimidin-7-yl)-N-((6-(1-hydroxycyclobutyl)pyridin-2-yl)methyl)-2-phenylpropanamide